2-(tert-butyl)-4-chloro-5-((4-((2-fluoropyridin-3-yl)oxy)benzyl)oxy)pyridazin C(C)(C)(C)N1NC=C(C(=C1)Cl)OCC1=CC=C(C=C1)OC=1C(=NC=CC1)F